C1(=CC=CC=C1)C(C#N)=CC1=CC=CC=C1 2,3-diphenylacrylonitrile